C(C1=CC=CC=C1)O[C@@H]1/C(/C(O[C@@H]([C@@H]1OCC1=CC=CC=C1)COCC1=CC=CC=C1)OC1=CC=CC=C1)=C/CO (Z)-2-((4R,5R,6R)-4,5-bis(benzyloxy)-6-((benzyloxy)methyl)-2-phenoxydihydro-2H-pyran-3(4H)-ylidene)ethan-1-ol